(R)-3-(4-hydroxyphenyl)-3-(3,3,4,4-tetrafluoropyrrolidin-1-yl)-7-(trifluoromethyl)indolin-2-one OC1=CC=C(C=C1)[C@@]1(C(NC2=C(C=CC=C12)C(F)(F)F)=O)N1CC(C(C1)(F)F)(F)F